BrC(C1=CC=CC2=C1N=C(S2)NC(OC(C)(C)C)=O)Br Tert-butyl (4-(dibromomethyl)benzo[d]thiazol-2-yl)carbamate